CC1(CCOCC1)N 4-methyltetrahydro-2H-pyran-4-amine